2-amino-4-(2-methyl-1H-indol-3-yl)pyrimidine NC1=NC=CC(=N1)C1=C(NC2=CC=CC=C12)C